O1C(=CC=C1)C1=NN2C(N=C(N=C2N)NCCC2=CC=C(C=C2)OC2=CC=CC=C2)=N1 2-(furan-2-yl)-N5-(4-phenoxyphenethyl)-[1,2,4]triazolo[1,5-a][1,3,5]triazine-5,7-diamine